NC1=CC=C(C(=O)OC2=CC=C(C=C2)OC(C2=CC=C(C=C2)N)=O)C=C1 [4-(4-aminobenzoyl) oxy phenyl] 4-aminobenzoate